2-oxo-1,4-dihydro-2H-spiro[pyrido[2,3-b]pyrazine-3,3'-pyrrolidine]-1'-carbonitrile O=C1NC2=C(NC13CN(CC3)C#N)N=CC=C2